C(C1=CC=CC=C1)OC1(COCC2=C1NC(C1=C2C=C(S1)C=1C=NN(C1)COCC[Si](C)(C)C)=O)C(F)(F)F 4-(benzyloxy)-4-(trifluoromethyl)-8-(1-((2-(trimethylsilyl)ethoxy)methyl)-1H-pyrazol-4-yl)-1,3,4,5-tetrahydro-6H-pyrano[4,3-b]thieno[3,2-d]pyridin-6-one